aminooctyl-triethoxysilane NCCCCCCCC[Si](OCC)(OCC)OCC